C(CCN)N 1,3-propanediamine